4,6-dichloro-5-fluoronicotinic acid ClC1=C(C(=NC=C1C(=O)O)Cl)F